2-[2-[(3S)-3-(hydroxymethyl)morpholin-4-yl]-[1,2,4]triazolo[1,5-a]pyrimidin-5-yl]-3,5-dimethyl-phenol OC[C@@H]1N(CCOC1)C1=NN2C(N=C(C=C2)C2=C(C=C(C=C2C)C)O)=N1